C(C)C1C(NC2=C(O1)C=CC(=C2)C(=O)N2C[C@H]([C@@]1(CC2)NCC2=CC=CC=C2C1)O)=O 2-ethyl-6-((3R,3'R)-3'-hydroxy-1,4-dihydro-2H-spiro[isoquinoline-3,4'-piperidine]-1'-carbonyl)-2H-benzo[b][1,4]oxazin-3(4H)-one